2-(2-butenyl)phenol C(C=CC)C1=C(C=CC=C1)O